(+/-)-N3-(5,6-dihydro-11H-imidazo[1,2-a]pyrazolo[1,5-d][1,4]diazepin-8-yl)-7-fluoro-6-(8-fluoro-4-methyl-5,6,7,8-tetrahydro-1,5-naphthyridin-3-yl)isoquinoline-3,8-diamine N=1C=CN2C1CN1C(CC2)=CC(=N1)NC=1N=CC2=C(C(=C(C=C2C1)C=1C=NC=2[C@@H](CCNC2C1C)F)F)N |r|